C(CCCCCCC)C(C(=O)O)N(CC)CC octyl-diethylaminoacetic acid